(S)-4-(7-(5-cyanothiazol-2-yl)-5-iodo-7H-pyrrolo[2,3-d]pyrimidin-4-yl)-3-methylpiperazine-1-carboxylic acid tert-butyl ester C(C)(C)(C)OC(=O)N1C[C@@H](N(CC1)C=1C2=C(N=CN1)N(C=C2I)C=2SC(=CN2)C#N)C